C[C@H]1COCCCOC2=NC(=CC(C3=NNC=4C=CC(O1)=CC34)=N2)N2CCCC2 (13S)-13-methyl-4-(pyrrolidin-1-yl)-7,11,14-trioxa-5,19,20,23-tetraazatetracyclo[13.5.2.12,6.018,21]tricosa-1(20),2(23),3,5,15(22),16,18(21)-heptaene